CC(C)=C(C(=O)OCC)C(=O)OCC 1,3-diethyl 2-(propan-2-ylidene)propanedioate